C(C)(C)(C)OC(=O)N1CC(OCC1)C(=O)N1CCN(CC1)C1=NC=C(C=C1)C#N 2-[4-(5-Cyano-2-pyridinyl)piperazine-1-carbonyl]morpholine-4-carboxylic acid tert-butyl ester